CCCCC(CC)COC(=O)CCC(=O)OCC(CC)CCCC di-2-ethylhexyl succinate